5,9-dimethyl-1,4,8-decatriene CC(=CCC=C)CCC=C(C)C